5,5'-di-tert-butyl-2,2'-bithiophene C(C)(C)(C)C1=CC=C(S1)C=1SC(=CC1)C(C)(C)C